dimethyl-(cyclopentyl)amine CN(C1CCCC1)C